tris(benzoyl-trifluoroacetylacetone) europium (III) [Eu+3].C(C1=CC=CC=C1)(=O)C(C(C)=O)C(C(F)(F)F)=O.C(C1=CC=CC=C1)(=O)C(C(C)=O)C(C(F)(F)F)=O.C(C1=CC=CC=C1)(=O)C(C(C)=O)C(C(F)(F)F)=O